2,3-dichloro-5,6-dicyano-4-benzoquinone ClC=1C(C(=C(C(C1Cl)=O)C#N)C#N)=O